(S)-2-(4-((3-(3-(benzyloxy)-4-methoxyphenyl)-6-methyl-2-oxotetrahydropyrimidin-1(2H)-yl)methyl)-2,3-dichloro-1H-indol-1-yl)-N,N-dimethylacetamide C(C1=CC=CC=C1)OC=1C=C(C=CC1OC)N1C(N([C@H](CC1)C)CC1=C2C(=C(N(C2=CC=C1)CC(=O)N(C)C)Cl)Cl)=O